BocValine C(=O)(OC(C)(C)C)N[C@@H](C(C)C)C(=O)O